4-[[2-[1-(benzenesulfonamido)-2-(3-cyanophenyl)ethyl]-1,3-benzothiazol-6-yl]oxy]butanoic acid C1(=CC=CC=C1)S(=O)(=O)NC(CC1=CC(=CC=C1)C#N)C=1SC2=C(N1)C=CC(=C2)OCCCC(=O)O